BrC1=CC(=C(S1)C=O)OCC(CCCC)CC 5-bromo-3-(2-ethylhexyl)oxy-thiophene-2-carbaldehyde